CC=1C=C(C=CC1C)C=1N=C(C2=C(C=CC=C2C1)NC1CS(C=C1)(=O)=O)OC 3-((3-(3,4-dimethylphenyl)-1-methoxyisoquinolin-8-yl)amino)-2,3-dihydrothiophene 1,1-dioxide